ICCOCCOC1OCCCC1 2-(2-(2-iodoethoxy)ethoxy)tetrahydro-2H-pyran